C1CC12CCN(CC2)C2=NC(=CC=C2C(=O)NC2=NC(=CC=C2)S(NC(C)(C)C)(=O)=O)C(CO)(CO)F 2-(6-azaspiro[2.5]octan-6-yl)-6-(2-fluoro-1,3-dihydroxy-2-propanyl)-N-(6-((2-methyl-2-propanyl)sulfamoyl)-2-pyridinyl)-3-pyridinecarboxamide